ClC=1C=C(C=C(C1)Cl)C(CC(=O)OCC)C(F)(F)F ethyl 3,5-dichloro-β-(trifluoromethyl)benzenepropanoate